tert-Butyl N-(4-bromo-6-chloro-2-oxo-1H-quinolin-3-yl)carbamate BrC1=C(C(NC2=CC=C(C=C12)Cl)=O)NC(OC(C)(C)C)=O